1-(3-cyclopropylcyclobutyl)-3-(isoquinolin-4-yl)-2-oxoimidazoline-4-carbonitrile C1(CC1)C1CC(C1)N1C(N(C(C1)C#N)C1=CN=CC2=CC=CC=C12)=O